2,2-dimethyl-4-oxo-3,8,11,14-tetraoxa-5-azahexadecane-16-yl methanesulfonate CS(=O)(=O)OCCOCCOCCOCCNC(OC(C)(C)C)=O